(6-chloro-1-hydroxy-2,3,1-benzodiazaborinin-2-yl)butan-1-one ClC=1C=CC2=C(C=NN(B2O)C(CCC)=O)C1